(1r,2r,5s)-2-((methylamino)methyl)-3,8-diazabicyclo[3.2.1]octane-8-carboxylic acid tert-butyl ester C(C)(C)(C)OC(=O)N1[C@H]2[C@H](NC[C@@H]1CC2)CNC